S1C(=NC2=C1C=CC=C2)[C@H]2N(CCC1=C2N=CN1)C(=O)C1=C(N=C(O1)N1CCOCC1)C#N (S)-5-(4-(benzo[d]thiazol-2-yl)-4,5,6,7-tetrahydro-1H-imidazo[4,5-c]pyridine-5-carbonyl)-2-morpholinooxazole-4-carbonitrile